CNC=1N=CC(=C2C=C(N=CC12)NC(=O)C1CC1)C#CC1=CN=CO1 N-(8-(methylamino)-5-(oxazol-5-ylethynyl)-2,7-naphthyridin-3-yl)cyclopropanecarboxamide